(12R,13R)-12,13-dimethyl-8,11,14-trioxa-4,5,19,20-tetraazatetracyclo[13.5.2.12,5.018,21]tricosa-1(20),2(23),3,15(22),16,18(21)-hexaene C[C@H]1OCCOCCN2N=CC(C3=NNC=4C=CC(O[C@@H]1C)=CC34)=C2